2-(7-(diethylamino)-4-methyl-2-oxo-2H-chromen-3-yl)ethyl (2-(pyridin-3-yl)ethyl)carbamate N1=CC(=CC=C1)CCNC(OCCC=1C(OC2=CC(=CC=C2C1C)N(CC)CC)=O)=O